COC1=C(C=CC(=C1)OC)NC(=S)N 2,4-dimethoxyphenylthiourea